5-(3-morpholino-5-(phenylsulfonyl)phenyl)-1,3,4-thiadiazol-2-amine O1CCN(CC1)C=1C=C(C=C(C1)S(=O)(=O)C1=CC=CC=C1)C1=NN=C(S1)N